OC1(CC1)CN(C=1C=C(C=2N(C1)N=CC2C#N)C=2C=NC(=CC2)N2CC1N(C(C2)C1)CC=1C=NC(=CC1)OC)C 6-(((1-hydroxycyclopropyl)methyl)(methyl)amino)-4-(6-(6-((6-Methoxypyridin-3-yl)methyl)-3,6-diazabicyclo[3.1.1]heptan-3-yl)pyridin-3-yl)pyrazolo[1,5-a]pyridine-3-carbonitrile